The molecule is a (4-alkanoyl-5-oxo-2,5-dihydrofuran-3-yl)methyl phosphate(2-) obtained by deprotonation of the phosphate OH groups of [4-(6-methylheptanoyl)-5-oxo-2,5-dihydrofuran-3-yl]methyl phosphate; major species at pH 7.3. It is a conjugate base of a [4-(6-methylheptanoyl)-5-oxo-2,5-dihydrofuran-3-yl]methyl phosphate. CC(C)CCCCC(=O)C1=C(COC1=O)COP(=O)([O-])[O-]